CC1=NC(=C2C=NNC2=N1)CCC1=CC=C(O1)C#N 5-(2-(6-Methyl-1,2,5,7-tetraza-1H-inden-4-yl)ethyl)-2-furonitrile